FC(C1=CN=CC(=N1)NC(=O)C1N(C2CC2C1)C(=O)OC(C)(C)C)(F)F tert-butyl 3-((6-(trifluoromethyl)pyrazin-2-yl)carbamoyl)-2-azabicyclo[3.1.0]hexane-2-carboxylate